5-Amino-3-(4-(2-((3-(2-fluorophenyl)isoxazol-5-yl)amino)-2-oxoethyl)phenyl)-1-isopropyl-1H-pyrazole-4-carboxamide NC1=C(C(=NN1C(C)C)C1=CC=C(C=C1)CC(=O)NC1=CC(=NO1)C1=C(C=CC=C1)F)C(=O)N